(5-(pyrrolidine-1-carbonyl)-1,4,5,6-tetrahydropyrrolo[3,4-c]pyrazol-3-yl)methanone N1(CCCC1)C(=O)N1CC=2NN=C(C2C1)C=O